4-Methylenecyclohexane-1,3-Dial C=C1C(CC(CC1)C=O)C=O